ClC1=CC=C(C=C1)C1=N[C@H](C=2N(C3=C1C(=C(S3)C#CC3=CC=C(C=N3)OCCCCC3=C1CN(C(C1=CC=C3)=O)C3C(NC(CC3)=O)=O)C)C(=NN2)C)C 3-(4-(4-((6-(((S)-4-(4-chlorophenyl)-3,6,9-trimethyl-6H-thieno[3,2-f][1,2,4]triazolo[4,3-a][1,4]diazepin-2-yl)ethynyl)pyridin-3-yl)oxy)butyl)-1-oxoisoindolin-2-yl)piperidine-2,6-dione